butylidenedilysine C(CCC)(N[C@@H](CCCCN)C(=O)O)N[C@@H](CCCCN)C(=O)O